N-(trans-(1R,2R)-2-methoxycyclobutyl)-7-(methylamino)pyrazolo[1,5-a]pyrimidine-3-carboxamide CO[C@H]1[C@@H](CC1)NC(=O)C=1C=NN2C1N=CC=C2NC